5-fluoro-4-(1-isopropyl-2-methyl-1H-benzo[d]imidazol-6-yl)-N-(4-((methylsulfonyl)methyl)pyridin-2-yl)pyridin-2-amine FC=1C(=CC(=NC1)NC1=NC=CC(=C1)CS(=O)(=O)C)C=1C=CC2=C(N(C(=N2)C)C(C)C)C1